N1N=NC(=C1)CNC(=O)[C@H]1N2C3=C(C=CC=C3C1)CC[C@@H](C2=O)NC([C@H](C2=CC=CC=C2)NC(CC=2C1=C(SC2)C=CC=C1)=O)=O (2S,5S)-5-[(S)-2-(2-Benzo[b]thiophen-3-yl-acetylamino)-2-phenyl-acetylamino]-4-oxo-1,2,4,5,6,7-hexahydro-azepino[3,2,1-hi]indole-2-carboxylic acid (1H-[1,2,3]triazol-4-ylmethyl)-amide